C(C)(C)(C)OC(=O)N=C(NC1=CC=C(C(=O)N2N=C(C=3CCCCC23)CC(=O)O)C=C1)NC(=O)OC(C)(C)C 2-(1-(4-(2,3-bis(tert-butoxycarbonyl)guanidino)benzoyl)-4,5,6,7-tetrahydro-1H-indazol-3-yl)acetic acid